2-hexyloctyl (S)-3-{3,5-difluorophenyl}-2-(((S)-(perfluorophenoxy)(phenoxy)phosphoryl)amino)propanoate FC=1C=C(C=C(C1)F)C[C@@H](C(=O)OCC(CCCCCC)CCCCCC)N[P@](=O)(OC1=CC=CC=C1)OC1=C(C(=C(C(=C1F)F)F)F)F